C(C)SCO[Si](OC)(OC)CCC ethylthio-propyltrimethoxysilane